dodecanoyl-L-valine C(CCCCCCCCCCC)(=O)N[C@@H](C(C)C)C(=O)O